5-(6-(6-(Difluoromethyl)imidazo[1,2-b]pyridazin-3-yl)pyrimidin-4-yl)octahydro-3H-pyrrolo[3,4-c]pyridin-3-one FC(C=1C=CC=2N(N1)C(=CN2)C2=CC(=NC=N2)N2CC1C(CC2)CNC1=O)F